NC1=C(C=C(C=N1)NC(C(N1[C@H](CC[C@@H](C1)C)C=1C=CC2=C(N=C(S2)[C@H]2CN([C@@H](C2)C)C)C1)=O)=O)CC |&1:25,28| N-(6-amino-5-ethyl-3-pyridyl)-2-oxo-2-[(2R,5S)-5-methyl-2-[2-[rac-(3R,5R)-1,5-dimethylpyrrolidin-3-yl]-1,3-benzothiazol-5-yl]-1-piperidyl]acetamide